CNCCC1=CC=CC=C1 methylphenethylamine